C1(CCC1)C=1C(=NN(C1NC(=O)NC12CC(C1)(C2)F)C)C2CC(C2)(F)F 1-(4-cyclobutyl-3-(3,3-difluoro-cyclobutyl)-1-methyl-1H-pyrazol-5-yl)-3-(3-fluorobicyclo[1.1.1]pentan-1-yl)urea